C1(CCCCC1)CN1C(CNCC1)=O 1-(cyclohexylmethyl)piperazin-2-one